tert-butyl 3-chloro-2-formyl-4-methyl-5,7-dihydro-6H-pyrrolo[3,4-b]pyridine-6-carboxylate ClC=1C(=C2C(=NC1C=O)CN(C2)C(=O)OC(C)(C)C)C